(S)-5-((((6-(2-chloro-3-(3-chloro-2-(8-chloro-2-(3-fluoropropyl)-1,2,3,4-tetrahydroisoquinolin-6-yl)pyridin-4-yl)phenyl)-2-methoxypyridin-3-yl)methyl)amino)methyl)pyrrolidin-2-one ClC1=C(C=CC=C1C1=C(C(=NC=C1)C=1C=C2CCN(CC2=C(C1)Cl)CCCF)Cl)C1=CC=C(C(=N1)OC)CNC[C@@H]1CCC(N1)=O